C(C)(C)(C)OC(=O)NC=1C=CC=2N(C1)C(=CN2)C=2SC=CC2C(=O)O (6-((tert-butoxycarbonyl)amino)imidazo[1,2-a]pyridin-3-yl)thiophene-3-carboxylic acid